BrC1=C(C2=C(OCO2)C=C1)NC(OC(C)(C)C)=O tert-butyl (5-bromobenzo[d][1,3]dioxol-4-yl)carbamate